NCC(=O)N1CCN(CC1)CCOC1=CC=C(C=C1)C=1N=NC2=C(N1)C(N(C(N2CC2=CC(=C(C=C2)F)F)=O)C)=O 3-(4-(2-(4-(2-aminoacetyl)piperazin-1-yl)ethoxy)phenyl)-8-(3,4-difluorobenzyl)-6-methylpyrimido[5,4-e][1,2,4]triazin-5,7(6H,8H)-dione